2-{4-[(tert-Butoxycarbonyl)amino]-2-chloropyridine-3-sulfonamido}acetate C(C)(C)(C)OC(=O)NC1=C(C(=NC=C1)Cl)S(=O)(=O)NCC(=O)[O-]